ClC1=CC=C(C=C1)NS(=O)(=O)C1=CC=C(C(=O)NC2=CC(=CC=C2)F)C=C1 4-(N-(4-chlorophenyl)sulfamoyl)-N-(3-fluorophenyl)benzamide